(Z)-1-(3-(2-isopropyl-5-methylphenyl)-4-oxothiazolidin-2-ylidene)-3-(4-(1-(3-(trifluoromethyl)phenyl)-1H-1,2,4-triazol-3-yl)phenyl)urea C(C)(C)C1=C(C=C(C=C1)C)N1/C(/SCC1=O)=N/C(=O)NC1=CC=C(C=C1)C1=NN(C=N1)C1=CC(=CC=C1)C(F)(F)F